BrC1=CC=C2C(=N1)NC1=C2CNCC1 2-bromo-6,7,8,9-tetrahydro-5H-pyrrolo[2,3-b:4,5-c']dipyridine